FC(CCC1C(NC2=C(SC1)C=C(C(=C2)C(F)(F)F)OC)=O)F 3-(3,3-difluoropropyl)-8-methoxy-7-(trifluoromethyl)-2,3-dihydrobenzo[b][1,4]thiazepin-4(5H)-one